IC(C(C)C)CC(C(=O)[O-])(C)C.[Cl-].C(CCCCC)OC=1C(=NSN1)C1=CCC[N+](C1)(C(C(C)C)OC(C(C)(C)C)=O)C.C(CCCCC)OC=1C(=NSN1)C1=CCC[N+](C1)(C)C(C(C)C)OC(C(C)(C)C)=O 5-(4-(Hexyloxy)-1,2,5-thiadiazol-3-yl)-1-methyl-1-(2-methyl-1-(pivaloyloxy)propyl)-1,2,3,6-tetrahydropyridin-1-ium chloride 1-Iodo-2-methylpropyl-pivalate